4-tert-butyl-2,3-dicyanonaphthalene C(C)(C)(C)C1=C(C(=CC2=CC=CC=C12)C#N)C#N